2-benzyl 1-(tert-butyl) (2R,4S)-4-((S)-2-((tert-butoxycarbonyl)amino)butanamido)-2-(4-(4,4,5,5-tetramethyl-1,3,2-dioxaborolan-2-yl)butyl)piperidine-1,2-dicarboxylate C(C)(C)(C)OC(=O)N[C@H](C(=O)N[C@@H]1C[C@@](N(CC1)C(=O)OC(C)(C)C)(C(=O)OCC1=CC=CC=C1)CCCCB1OC(C(O1)(C)C)(C)C)CC